1-(4-(2-(7,8-dimethyl-[1,2,4]triazolo[1,5-a]pyridin-6-yl)-4-fluoro-3-isopropyl-1H-pyrrolo[2,3-c]pyridin-5-yl)piperazin-1-yl)-2-(dimethylamino)ethan-1-one CC1=C(C=2N(C=C1C1=C(C=3C(=CN=C(C3F)N3CCN(CC3)C(CN(C)C)=O)N1)C(C)C)N=CN2)C